ClC=1C(=C(C=CC1)C(CC=C)NC1CC1)F N-[1-(3-chloro-2-fluorophenyl)but-3-enyl]cyclopropylamine